(5-((4-amino-2-butyl-1H-imidazo[4,5-d]thieno[3,2-b]pyridin-1-yl)methyl)furan-2-yl)methanol NC1=C2C(=C3C(=N1)C=CS3)N(C(=N2)CCCC)CC2=CC=C(O2)CO